(3S)-N-[4-methyl-3-[2-(1-methyl-1,2,3-triazol-4-yl)-6-(morpholin-4-yl)pyridin-4-yl]phenyl]-3-(2,2,2-trifluoroethyl)pyrrolidine-1-carboxamide CC1=C(C=C(C=C1)NC(=O)N1C[C@@H](CC1)CC(F)(F)F)C1=CC(=NC(=C1)N1CCOCC1)C=1N=NN(C1)C